B([O-])(O)O.CC(C(=O)O)(C(=O)O)F.CC(C(=O)O)(C(=O)O)F.[Li+] lithium bis(methylfluoromalonate) borate